6-{8-[(2-cyano-2-methylideneethyl)amino]-7-methoxynaphthalen-2-yl}-N-{1,4-dioxaspiro[4.5]decan-8-yl}pyridine-2-carboxamide C(#N)C(CNC=1C(=CC=C2C=CC(=CC12)C1=CC=CC(=N1)C(=O)NC1CCC2(OCCO2)CC1)OC)=C